O[C@@H]1[C@H](CCCC1)NC(=O)C=1C=CC(=C(C1)C=1N=C(N2C1C=CC=C2)C(=O)N)C(F)(F)F (5-{[(1S,2S)-2-hydroxycyclohexyl]carbamoyl}-2-(trifluoromethyl)phenyl)imidazo[1,5-a]pyridine-3-carboxamide